C(C)(C)(C)OC(=O)N1OCC[C@H]1C1=COC(=C1)C#N (3S)-3-(5-cyano-3-furyl)isoxazolidine-2-carboxylic acid tert-butyl ester